2-(methylsulfinyl)-7-oxo-8-(1-phenylethyl)-7,8-dihydropyrido[2,3-d]pyrimidine-6-carbonitrile CS(=O)C=1N=CC2=C(N1)N(C(C(=C2)C#N)=O)C(C)C2=CC=CC=C2